FC=1C=CC(=NC1)OC[C@H]1N(C2CC([C@@H]1C)C2)C(=O)C2=NC(=CC=C2C2=NC=CC=N2)C (3S,4S)-3-{[(5-Fluoropyridin-2-yl)oxy]methyl}-4-methyl-2-[6-methyl-3-(pyrimidin-2-yl)pyridin-2-carbonyl]-2-azabicyclo[3.1.1]heptan